BrC=1C(C2=CC(=CC=C2C1C=1N=CSC1C)OCCOC1=CC(=C(C=C1)Cl)Cl)=O 2-bromo-6-(2-(3,4-dichlorophenoxy)ethoxy)-3-(5-methylthiazol-4-yl)-1H-inden-1-one